BrC1=C(N=C2N(C1=O)C=CS2)N[C@H]2CN(C[C@H](C2)C2=CC=C(C=C2)OCCOCCO[Si](C2=CC=CC=C2)(C2=CC=CC=C2)C(C)(C)C)C 6-bromo-7-[[(3R,5R)-5-[4-[2-[2-[tert-butyl(diphenyl)silyl]oxyethoxy]ethoxy]phenyl]-1-methyl-3-piperidyl]amino]thiazolo[3,2-a]pyrimidin-5-one